N-((3-(1-(difluoromethyl)-1H-pyrazol-3-yl)-5-(4-fluorophenyl)pyridin-2-yl)methyl)-acrylamide FC(N1N=C(C=C1)C=1C(=NC=C(C1)C1=CC=C(C=C1)F)CNC(C=C)=O)F